tert-Butyl 4-[[7-(4H-1,2,4-triazol-3-yl)-5-{[2-(trimethylsilyl)ethoxy]methyl}-5H-pyrrolo[2,3-b]pyrazin-2-yl]oxy]piperidine-1-carboxylate N=1N=C(NC1)C1=CN(C2=NC=C(N=C21)OC2CCN(CC2)C(=O)OC(C)(C)C)COCC[Si](C)(C)C